(R)-2-((1-(3-cyano-7-methyl-4-oxo-2-(4-(trifluoromethyl)piperidin-1-yl)-4H-pyrido[1,2-a]pyrimidin-9-yl)ethyl)amino)benzoic acid C(#N)C1=C(N=C2N(C1=O)C=C(C=C2[C@@H](C)NC2=C(C(=O)O)C=CC=C2)C)N2CCC(CC2)C(F)(F)F